FC(OC1=CC=C(CN2C3N(C(CC2)=O)C(C(N(C3)CC(CC)C)=O)CC(=O)O)C=C1)F 2-(1-(4-(difluoromethoxy)benzyl)-8-(2-methylbutyl)-4,7-dioxooctahydro-2H-pyrazino[1,2-a]pyrimidin-6-yl)acetic acid